NC1(CCN(CC1)C1=NC(=C2C(=N1)NN=C2C=2C(=C1C=NN(C1=CC2)C([2H])([2H])[2H])Cl)C(=O)N)C2=CC=CC=C2 6-(4-Amino-4-phenylpiperidin-1-yl)-3-(4-chloro-1-(methyl-d3)-1H-indazol-5-yl)-1H-pyrazolo[3,4-d]pyrimidine-4-carboxamide